(5-bromo-2-chloro-6-methoxypyridin-3-yl)methanol BrC=1C=C(C(=NC1OC)Cl)CO